NCCCCCCO 6-aminohexan-1-ol